OCC1(CCN(CC1)C1=C(C=C(C=C1)C(F)(F)F)NC(=O)C=1OC(=CC1)C1CCOCC1)C N-(2-(4-(hydroxymethyl)-4-methylpiperidin-1-yl)-5-(trifluoromethyl)phenyl)-5-(tetrahydro-2H-pyran-4-yl)furan-2-carboxamide